C[C@@H]1N(CC1)C=1N=C(C2=C(N1)CCC2)C2=CC(=CC=C2)S(=O)(=O)C (S)-2-(2-methylazetidin-1-yl)-4-(3-(methylsulfonyl)phenyl)-6,7-dihydro-5H-cyclopenta[d]pyrimidine